1-methoxy-3-[2-(4-chlorophenyl)-2-oxoethyl]Imidazole CON1CN(C=C1)CC(=O)C1=CC=C(C=C1)Cl